diethoxymethylsilicon C(C)OC(OCC)[Si]